Ethyl 2-(methylsulfonyl)thiazole-4-carboxylate CS(=O)(=O)C=1SC=C(N1)C(=O)OCC